6-[3-(2-methoxy-4-methylsulfonyl-anilino)prop-1-ynyl]-N-(1-methylazetidin-3-yl)-1-(2,2,2-trifluoroethyl)indol-4-amine COC1=C(NCC#CC=2C=C(C=3C=CN(C3C2)CC(F)(F)F)NC2CN(C2)C)C=CC(=C1)S(=O)(=O)C